C(CCCCCCCCCCCCCCCCC)N1C(=C(C(C2=C(C=C(C=C12)OC(=O)C(C)(C)C)OC(=O)C(C)(C)C)=O)OC(=O)C(C)(C)C)C1=CC=CC=C1 N-octadecyl-2-phenyl-3,5,7-tri-(t-butylcarbonyloxy)-quinolin-4-one